C(C)OC=1C=C(C=CC1C=1NC(C2=C(N1)NN=N2)=O)C2=CC=C(C=C2)C(=O)OCC ethyl 3'-ethoxy-4'-(7-oxo-6,7-dihydro-3H-[1,2,3]triazolo[4,5-d]pyrimidin-5-yl)-[1,1'-biphenyl]-4-carboxylate